OCC(CO)=O 1,3-dihydroxypropanone